N-vinyl-normal butyl-amide C(=C)[N-]CCCC